ethyl (S)-3-(benzyl((R)-1-phenylethyl)amino)-3-(2',5'-dimethylbiphenyl-3-yl)propanoate C(C1=CC=CC=C1)N([C@@H](CC(=O)OCC)C=1C=C(C=CC1)C1=C(C=CC(=C1)C)C)[C@H](C)C1=CC=CC=C1